C1(CCCCC1)[C@@H](C(=O)OC)NS(=O)(=O)C1=CC=C(C2=CC=CC=C12)NC(C1=C(C=CC=C1)C)=O (S)-methyl 2-cyclohexyl-2-(4-(2-methylbenzamido)naphthalene-1-sulfonamido)acetate